trifluoro-methanesulfonic acid 2-((S)-1-[1,4]dioxan-2-ylmethoxy)-1-isopropyl-4-oxo-6,7-dihydro-4H-pyrido[2,1-a]isoquinolin-9-yl ester O1[C@@H](COCC1)COC=1C(=C2N(CCC3=CC(=CC=C23)OS(=O)(=O)C(F)(F)F)C(C1)=O)C(C)C